N-(10-bromodecyl)phthalimide C1=CC=C2C(=C1)C(=O)N(C2=O)CCCCCCCCCCBr